N-cyclopropyl-1-(4-(1,4-dimethyl-2-(4-(methylsulfonyl)phenyl)-1H-benzo[d]imidazol-6-yl)benzyl)-N-methylpiperidin-4-amine C1(CC1)N(C1CCN(CC1)CC1=CC=C(C=C1)C=1C=C(C2=C(N(C(=N2)C2=CC=C(C=C2)S(=O)(=O)C)C)C1)C)C